COCCOCCCC(=O)O 4-(2-methoxyethoxy)butanoic acid